FC1([C@H](C1)C(=O)NC=1SC2=C(C=C(C=3N2N=CN3)C=3C=NC(=CC3C)C(CC)O)N1)F (1R)-2,2-difluoro-N-(5-(6-(1-hydroxypropyl)-4-methylpyridin-3-yl)thiazolo[4,5-e][1,2,4]triazolo[1,5-a]pyridin-2-yl)cyclopropane-1-carboxamide